C1(CC1)N1CCC(CC1)N1CCC(CC1)C=1C=C(C2=C(NC(=N2)C2=CC(=C(C=C2)OC)OC)C1)C 6-(1'-cyclopropyl-[1,4'-bipiperidin]-4-yl)-2-(3,4-dimethoxyphenyl)-4-methyl-1H-benzo[d]imidazole